NC1=NN(C(=C1)Br)C=1C=C(C=CC1)N1CCN(CC1)CCO 2-(4-(3-(3-amino-5-bromo-1H-pyrazol-1-yl)-phenyl)piperazin-1-yl)-ethan-1-ol